O1C(=CC2=C1C=CC=C2)CC(=O)O 2-(benzofuran-2-yl)acetic acid